BrC=1N=C(C=2N(C1)C=CN2)C2=NC=C(C=C2)C(F)(F)F 6-bromo-8-(5-(trifluoromethyl)pyridin-2-yl)imidazo[1,2-a]pyrazine